2'H,4'H,5'H-spiro[piperidine-4,3'-pyrano[3,2-c][1]benzopyran] O1CC2(CC=3COC4=C(C31)C=CC=C4)CCNCC2